2,2,2-trifluoro-N-[[4-[5-(trifluoromethyl)-1,2,4-oxadiazol-3-yl]phenyl]methyl]ethanamine FC(CNCC1=CC=C(C=C1)C1=NOC(=N1)C(F)(F)F)(F)F